N-(2-(4,4-Difluoropiperidin-1-yl)pyridin-4-yl)-4-(N-(2-hydroxyethyl)sulfamoyl)-2-(6-azaspiro[2.5]octan-6-yl)benzamide FC1(CCN(CC1)C1=NC=CC(=C1)NC(C1=C(C=C(C=C1)S(NCCO)(=O)=O)N1CCC2(CC2)CC1)=O)F